NC1=NC(=C(C=C1C=1C=C2CCNC(C2=CC1)=O)C1=CC=C(C=C1)OC1CCN(CC1)C(CC1CC1)=O)F 6-(2-amino-5-(4-((1-(2-cyclopropylacetyl)piperidin-4-yl)oxy)phenyl)-6-fluoropyridin-3-yl)-3,4-dihydroisoquinolin-1(2H)-one